FC1(CCN(CC1)C(=O)C=1C=C2C(=NC1)N(C=C2)C=2C=NC=C(C2)C=2N=C(N(C2)CC2=CC=C(C=C2)OC)C)F (4,4-difluoropiperidin-1-yl)(1-(5-(1-(4-methoxybenzyl)-2-methyl-1H-imidazol-4-yl)pyridin-3-yl)-1H-pyrrolo[2,3-b]pyridin-5-yl)methanone